CN1N=CC=C1CC1=C(C#N)C=CC=C1 ((1-methyl-1H-pyrazol-5-yl)methyl)benzonitrile